[4-Bromo-5-(6-fluoropyridin-3-yl)-1-(pyrazin-2-yl)-1H-pyrazol-3-yl]oxyacetic acid BrC=1C(=NN(C1C=1C=NC(=CC1)F)C1=NC=CN=C1)OCC(=O)O